4-bromo-1-[2-[(3R,4S)-3,4-difluoropyrrolidin-1-yl]-2-oxoethyl]-1'-(1H-indazole-5-carbonyl)spiro[indole-3,4'-piperidin]-2-one BrC1=C2C(=CC=C1)N(C(C21CCN(CC1)C(=O)C=1C=C2C=NNC2=CC1)=O)CC(=O)N1C[C@H]([C@H](C1)F)F